N1C=C(C2=CC=CC=C12)C1CCN(CC1)C(=O)C1=NC(=C(C(=N1)NCCC=1C=NNC1)C)C (4-(1H-indol-3-yl)piperidin-1-yl)(4-((2-(1H-pyrazol-4-yl)ethyl)amino)-5,6-dimethylpyrimidin-2-yl)methanone